N-(2-{[4-(aminomethyl)pyridin-3-yl]oxy}ethyl)-N-methylpropan-2-en-1-amine NCC1=C(C=NC=C1)OCCN(CC=C)C